(S)-1-(4,4-dimethyltetrahydrofuran-3-yl)-2-(4-(6-((5-ethoxy-1,3,4-thiadiazol-2-yl)methoxy)-5-fluoropyridin-2-yl)-2,5-difluorobenzyl)-1H-benzo[d]imidazole-6-carboxylic acid CC1([C@@H](COC1)N1C(=NC2=C1C=C(C=C2)C(=O)O)CC2=C(C=C(C(=C2)F)C2=NC(=C(C=C2)F)OCC=2SC(=NN2)OCC)F)C